(1s,4s)-4-(2-(2-oxaspiro[3.3]heptan-6-ylamino)-8-(2,4,6-trichlorophenylamino)-9H-purin-9-yl)cyclohexanecarboxamide C1OCC12CC(C2)NC2=NC=C1N=C(N(C1=N2)C2CCC(CC2)C(=O)N)NC2=C(C=C(C=C2Cl)Cl)Cl